C1(CC1)N1N=C(C(C(=C1)C1=CC=C(C=C1)C)=O)C(=O)O 1-cyclopropyl-4-oxo-5-p-tolyl-1,4-dihydropyridazine-3-carboxylic acid